(2S)-2-[(2S)-2-[(2S)-2-[(2S)-2-[(4-tert-butylphenyl)formamido]-3-phenylpropanamido]propanamido]-4-methylpentanamido]-6-(diethylamino)hexanoic acid C(C)(C)(C)C1=CC=C(C=C1)C(=O)N[C@H](C(=O)N[C@H](C(=O)N[C@H](C(=O)N[C@H](C(=O)O)CCCCN(CC)CC)CC(C)C)C)CC1=CC=CC=C1